FC1=C(C(=CC(=C1)C1=NN(C=N1)C1=CC=C(C=C1)OC(F)(F)F)F)NC(=O)\N=C\1/SCC(N1C1=C(C=CC(=C1)C)OCC(F)(F)F)=O (Z)-1-(2,6-difluoro-4-(1-(4-(trifluoromethoxy)phenyl)-1H-1,2,4-triazol-3-yl)phenyl)-3-(3-(5-methyl-2-(2,2,2-trifluoroethoxy)phenyl)-4-oxothiazolidin-2-ylidene)urea